6-(2-((trans-4-(trifluoromethyl)cyclohexyl)methyl)hydrazino)nicotinic acid tert-butyl ester C(C)(C)(C)OC(C1=CN=C(C=C1)NNC[C@@H]1CC[C@H](CC1)C(F)(F)F)=O